N=1C=NN2C1C=C(C=C2)[C@H](C)NC(=O)C=2C(N(N=C(C2)C2=CC=C(C=C2)Cl)C=2C=NN(C2)C)=O (S)-N-(1-([1,2,4]triazolo[1,5-a]pyridin-7-yl)ethyl)-6-(4-chlorophenyl)-2-(1-methyl-1H-pyrazol-4-yl)-3-oxo-2,3-dihydropyridazine-4-carboxamide